1,4-dioxaspiro[4.5]decan-8-one O-ethylsulfonyl oxime C(C)S(=O)(=O)ON=C1CCC2(OCCO2)CC1